1-methyl-3-({5-[(2S)-2-methyl-4-(oxetan-3-yl)piperazin-1-yl]pyridin-2-yl}amino)-5-(tetramethyl-1,3,2-dioxaborolan-2-yl)-1,2-dihydropyridin-2-one CN1C(C(=CC(=C1)B1OC(C(O1)(C)C)(C)C)NC1=NC=C(C=C1)N1[C@H](CN(CC1)C1COC1)C)=O